tert-butyl (1R,4R)-5-(8-fluoro-2-(((S)-1-methylpyrrolidin-2-yl)methoxy)-7-(3-(pivaloyloxy)naphthalen-1-yl)pyrido[4,3-d]pyrimidin-4-yl)-2,5-diazabicyclo[2.2.2]octane-2-carboxylate FC1=C(N=CC2=C1N=C(N=C2N2[C@H]1CN([C@@H](C2)CC1)C(=O)OC(C)(C)C)OC[C@H]1N(CCC1)C)C1=CC(=CC2=CC=CC=C12)OC(C(C)(C)C)=O